C(CCCCCCCCCCCCCCCCCCCCC)(=O)O.C(CCCCCCCCCCCCCCCCCCCCC)OC(CCCCCCC\C=C/CCCCCCCC)=O.COC=1C=C2C(=NC(=NC2=CC1C(=O)N1CCOCC1)C)NC(C)C=1SC=C(C1)C=1C=CC=C2CCNCC12 (6-methoxy-2-methyl-4-((1-(4-(1,2,3,4-tetrahydroisoquinolin-8-yl)thiophen-2-yl)ethyl)amino)quinazolin-7-yl)(morpholino)methanone behenyl-oleate behenate